(2-(2,6-dioxopiperidin-3-yl)-1-oxoisoindolin-5-yl)-5-hydroxypyridineamide O=C1NC(CCC1N1C(C2=CC=C(C=C2C1)C=1C(=NC=C(C1)O)C(=O)N)=O)=O